ClC1=NC2=CC=C(C=C2C=C1C=O)C(=O)OC methyl 2-chloro-3-formylquinoline-6-carboxylate